BrC1=C(C=C(C(=C1)F)OC(F)(F)F)NC(=O)N[C@@H](C)C=1N(N=CN1)C1=NC=CC=N1 1-[2-bromo-4-fluoro-5-(trifluoromethoxy)phenyl]-3-[(1S)-1-(2-pyrimidin-2-yl-1,2,4-triazol-3-yl)ethyl]urea